N(=[N+]=[N-])CCOCCOCCNC(CCCSCCCC)=O (1S,17R)-1-azido-10-oxo-3,6-dioxa-14-thia-9-azaoctadecane